C(C)(=O)[O-].C(C1=CC=CC=C1)[N+](C)(C)CC(C)O benzyl-(2-hydroxypropyl)-dimethylammonium acetate